1-(pyrazin-2-yl)-1,4-dihydroquinoline-3-carboxylic acid ethyl ester C(C)OC(=O)C1=CN(C2=CC=CC=C2C1)C1=NC=CN=C1